N-(4-(2-(diethylamino)ethoxy)-3,5-dimethylphenyl)-5-methyl-4-(3-phenylisoxazolidin-2-yl)pyrimidin-2-amine C(C)N(CCOC1=C(C=C(C=C1C)NC1=NC=C(C(=N1)N1OCCC1C1=CC=CC=C1)C)C)CC